4-((1H-indazol-5-yl)amino)-2-((3,3-dimethyl-1-oxo-1,3-dihydroisobenzofuran-5-yl)amino)pyrimidine-5-carboxylic acid ethyl ester C(C)OC(=O)C=1C(=NC(=NC1)NC=1C=C2C(OC(C2=CC1)=O)(C)C)NC=1C=C2C=NNC2=CC1